C(C)(=O)OC1=CC=C(C=C1)CC1=C(C=CC(=C1)[C@@H]1O[C@H]([C@H]([C@@H]([C@H]1OC(C)=O)OC(C)=O)OC(C)=O)OC(C)=O)Cl [4-[[2-chloro-5-[(2S,3S,4R,5S,6S)-3,4,5,6-tetraacetyloxytetrahydropyran-2-yl] phenyl] methyl] phenyl] acetate